OCCC\C(=C(\C1=CC=C(C=C1)N1CCN(CC1)C(C)C)/C1=CC=C(C=C1)NS(=O)(=O)C)\C1=CC=CC=C1 (E)-N-(4-(5-hydroxy-1-(4-(4-isopropylpiperazin-1-yl)phenyl)-2-phenylpent-1-en-1-yl)phenyl)methanesulfonamide